OC1=CC=C2C[C@@H](NCC2=C1)C(=O)N([C@@H](C(C)C)CN1CCC(CC1)C)C (3R)-7-hydroxy-N-methyl-N-{(1S)-2-methyl-1-[(4-methylpiperidin-1-yl)methyl]Propyl}-1,2,3,4-tetrahydroisoquinoline-3-carboxamide